ClC=1C=C(C=C(C1OC)F)C1CCN(CC1)C(CN1N=C(C2=C1CCC2)C(=O)N2C[C@H](O[C@H](C2)C)C)=O 1-[4-(3-chloro-5-fluoro-4-methoxyphenyl)piperidin-1-yl]-2-{3-[(2R,6S)-2,6-dimethylmorpholine-4-carbonyl]-5,6-dihydrocyclopenta[c]pyrazol-1(4H)-yl}ethan-1-one